Br[C@@H](C(=O)O)CC (R)-2-bromo-butyric acid